C[C@@]12C(CC[C@H]1[C@@H]1CCC3=CC(C=C[C@]3(C)[C@H]1CC2)=O)=O androsta-1,4-dien-3,17-dione